OCC1CCC2N1CC(N(C2)C)=O 6-(hydroxymethyl)-2-methyl-hexahydropyrrolo[1,2-a]pyrazin-3(4H)-one